2,4-diaminobenzenesulphonate NC1=C(C=CC(=C1)N)S(=O)(=O)[O-]